CC1(N(CC2=CC=CC=C12)C1=NC=CC2=C(C(=C(C(=C12)C1=CC=CC=C1)C1=CC=CC=C1)C1=CC=CC=C1)C1=CC=CC=C1)C 3,3-dimethyl-2-(5,6,7,8-tetraphenyl-1-isoquinolinyl)isoindole